3-hydroxy-benzo(e)pyrene OC=1C=CC=2C3=C(C4=CC=CC=5C=CC1C2C45)C=CC=C3